N1(N=NN=C1)C[C@H](C)OC1=C(C#N)C=CC(=C1)C=1C=NC(=NC1)NC=1C(=NN(C1)C1CCC(CC1)N1CCOCC1)OCC1COCC1 2-(((S)-1-(1H-tetrazol-1-yl)propan-2-yl)oxy)-4-(2-((1-((1r,4r)-4-morpholinocyclohexyl)-3-((tetrahydrofuran-3-yl)methoxy)-1H-pyrazol-4-yl)amino)pyrimidin-5-yl)benzonitrile